1-(6-amino-pyridin-3-yl)piperidin-4-ol tert-butyl-2,8-diazaspiro[4.5]decane-2-carboxylate C(C)(C)(C)C1N(CCC12CCNCC2)C(=O)OC2CCN(CC2)C=2C=NC(=CC2)N